2-{[(1S)-1-(4-{(1S)-1-[4-(3-Chloropropanoyl)piperazin-1-yl]-2-cyclopropylethyl}phenyl)ethyl]amino}-8-(propan-2-yl)pyrido[2,3-d]pyrimidin-7(8H)-on ClCCC(=O)N1CCN(CC1)[C@@H](CC1CC1)C1=CC=C(C=C1)[C@H](C)NC=1N=CC2=C(N1)N(C(C=C2)=O)C(C)C